FC=1C(=CC(=NC1)CO)OC1CCN(CC1)C(=O)OC(C)(C)C tert-Butyl 4-((5-fluoro-2-(hydroxymethyl)pyridin-4-yl)oxy)piperidine-1-carboxylate